(2S)-2-((4-nitrophenoxy)(phenoxy)phosphorylamino)propionic acid-2-ethylbutyl ester C(C)C(COC([C@H](C)N=P(=O)OC1=C(C=CC=C1)OC1=CC=C(C=C1)[N+](=O)[O-])=O)CC